[Br-].FC(CC[Zn+])(F)F (3,3,3-trifluoropropyl)zinc(II) bromide